methyl 3-(2-chloro-5-fluoro-4-(N-(6-fluoropyridin-2-yl)-N-(4-methoxybenzyl)sulfamoyl)phenyl)-1-methoxycyclopentane-1-carboxylate ClC1=C(C=C(C(=C1)S(N(CC1=CC=C(C=C1)OC)C1=NC(=CC=C1)F)(=O)=O)F)C1CC(CC1)(C(=O)OC)OC